rac-(2R,5S)-2-(2,3-dihydrobenzofuran-7-yl)-5-methyl-piperidine O1CCC2=C1C(=CC=C2)[C@@H]2NC[C@H](CC2)C |r|